C(CCCCCCCCCC)C1CCC1 n-undecyl-cyclobutane